3-[3-(benzotriazol-2-yl)-5-tert-butyl-4-hydroxyphenyl]propionic acid N=1N(N=C2C1C=CC=C2)C=2C=C(C=C(C2O)C(C)(C)C)CCC(=O)O